(S)-6-((1-(5-fluoro-2,3-dihydrobenzofuran-6-yl)ethyl)amino)-3-isopropyl-5-methylpyrimidine-2,4(1H,3H)-dione FC=1C(=CC2=C(CCO2)C1)[C@H](C)NC1=C(C(N(C(N1)=O)C(C)C)=O)C